(benzylamino)ethane-1-ol C(C1=CC=CC=C1)NC(C)O